3-methyl-4-(1-oxaspiro[2.3]hexane-5-yl)-1-(2-trimethylsilylethoxymethyl)benzimidazol-2-one methyl-2-(2-(2-(2-(tosyloxy)ethoxy)ethoxy)ethoxy)acetate COC(COCCOCCOCCOS(=O)(=O)C1=CC=C(C)C=C1)=O.CN1C(N(C2=C1C(=CC=C2)C2CC1(CO1)C2)COCC[Si](C)(C)C)=O